3-chloro-3-(5-methyl-1-phenyl-1H-pyrazol-4-yl)acrylonitrile ClC(=CC#N)C=1C=NN(C1C)C1=CC=CC=C1